tert-butyl-4-(4-(5-(2-bromo-6-fluorophenyl)-4,5-dihydroisoxazol-3-yl)thiazol-2-yl)piperidine-1-carboxylate C(C)(C)(C)OC(=O)N1CCC(CC1)C=1SC=C(N1)C1=NOC(C1)C1=C(C=CC=C1F)Br